tert-butyl 4-(4-(4-chloroquinolin-7-yl)-5-fluoro-2-methylbenzoyl)piperazine-1-carboxylate ClC1=CC=NC2=CC(=CC=C12)C1=CC(=C(C(=O)N2CCN(CC2)C(=O)OC(C)(C)C)C=C1F)C